O=C1N(CCC1)C=1C=C(C=CC1)[C@H](CC(=O)O)N1N=CC2=CC(=CC=C12)OCCC1=NC=2NCCCC2C=C1 (S)-3-(3-(2-oxopyrrolidin-1-yl)phenyl)-3-(5-(2-(5,6,7,8-tetrahydro-1,8-naphthyridin-2-yl)ethoxy)-1H-indazol-1-yl)propionic acid